Leucylvaline N[C@@H](CC(C)C)C(=O)N[C@@H](C(C)C)C(=O)O